8-acetyl-6-methyl-2-(piperidin-1-yl)quinoline-4-carbonitrile C(C)(=O)C=1C=C(C=C2C(=CC(=NC12)N1CCCCC1)C#N)C